CN1C(=[N+](C=C1)CCCC)C 1,2-dimethyl-3-butylimidazolium